S(OC1=CC=C(C=C1)OCC1=C(C=C(C=C1F)N1N=C(N=C1)NS(=O)(=O)C)F)(=O)(=O)F 4-((2,6-difluoro-4-(3-(methylsulfonamido)-1H-1,2,4-triazol-1-yl)benzyl)oxy)phenyl sulfurofluoridate